6-((1H-indazol-4-yl)methyl)-2-((1H-pyrazol-4-yl)methyl)-4-methyl-4H-thiazolo[5',4':4,5]pyrrolo[2,3-d]pyridazin-5(6H)-one N1N=CC2=C(C=CC=C12)CN1N=CC2=C(C1=O)N(C1=C2SC(=N1)CC=1C=NNC1)C